[N-](S(=O)(=O)C(F)(F)F)S(=O)(=O)C(F)(F)F.C(C=C)[N+](CCOCC)(CCOCC)CC=C diallyldi(beta-ethoxyethyl)ammonium bis(trifluoromethane)sulfonimide